4-(5'-(1H-pyrrolo[2,3-b]pyridin-4-yl)-[3,3'-bipyridin]-5-yl)-N,N-dimethylbenzamide N1C=CC=2C1=NC=CC2C=2C=C(C=NC2)C=2C=NC=C(C2)C2=CC=C(C(=O)N(C)C)C=C2